COC1=C(C=C(C=C1)OC)NC(CN1N=C(C=CC1=O)C1=CC=C(C=C1)OC)=O N-(2,5-dimethoxyphenyl)-2-(3-(4-methoxyphenyl)-6-oxopyridazin-1(6H)-yl)acetamide